(R)-tert-butyl (1-(1H-benzo[d]imidazol-2-yl)piperidin-3-yl)carbamate N1C(=NC2=C1C=CC=C2)N2C[C@@H](CCC2)NC(OC(C)(C)C)=O